C(CCC)N(C1CCN(CC1)CC1=CC=C(OC2=CC=C(C=C2)NS(=O)(=O)C)C=C1)C(=O)NC=1C=NC(=CC1)C N-[4-(4-{[4-(butyl{[(6-methyl-3-pyridinyl)amino]carbonyl}amino)-1-piperidinyl]methyl}phenoxy)phenyl]methanesulfonamide